(R)-2-(6-(3-fluoropyrrolidin-1-yl)pyridin-3-yl)-6-(piperazin-1-yl)benzo[d]thiazole F[C@H]1CN(CC1)C1=CC=C(C=N1)C=1SC2=C(N1)C=CC(=C2)N2CCNCC2